tert-butyl (S)-2-(cyanomethyl)-4-(2,8-difluoro-7-(7-Fluoro-3-(methoxymethyloxy)-8-((triisopropylsilyl)ethynyl)naphthalen-1-yl)quinazolin-4-yl)piperazine-1-carboxylate C(#N)C[C@@H]1N(CCN(C1)C1=NC(=NC2=C(C(=CC=C12)C1=CC(=CC2=CC=C(C(=C12)C#C[Si](C(C)C)(C(C)C)C(C)C)F)OCOC)F)F)C(=O)OC(C)(C)C